The molecule is a glycopeptidolipid antigen from clinically prominent members of the Mycobacterium avium serocomplex. It has a role as an antigen. CCCCCCCCCCCCCCCCCCCCCCCCCCCCCC(CC(=O)N[C@H](CC1=CC=CC=C1)C(=O)N[C@H]([C@@H](C)OC2[C@@H]([C@@H]([C@@H]([C@@H](O2)C)O)O)O[C@H]3[C@@H]([C@@H]([C@H]([C@@H](O3)C)O)O[C@H]4[C@H]([C@@H]([C@@H]([C@@H](O4)C)O[C@H]5[C@@H]([C@H]([C@@H]([C@H](O5)C(=O)O)O[C@H]6[C@H]([C@@H]([C@@H]([C@@H](O6)C)NC(=O)C)O)OC)O)O)O)OC)O)C(=O)N[C@H](C)C(=O)N[C@@H](C)COC7[C@@H]([C@@H]([C@H]([C@@H](O7)C)OC)OC)O)O